[3-[[2-(2,6-dioxo-3-piperidyl)-1,3-dioxo-isoindolin-4-yl]amino]propyl]carbamate O=C1NC(CCC1N1C(C2=CC=CC(=C2C1=O)NCCCNC([O-])=O)=O)=O